tert-butyl N-[(1S,2S)-2-[[4-(7-chloro-6-cyano-1H-indol-3-yl)-5-(trifluoromethyl)pyrimidin-2-yl]amino]cyclopentyl]carbamate ClC=1C(=CC=C2C(=CNC12)C1=NC(=NC=C1C(F)(F)F)N[C@@H]1[C@H](CCC1)NC(OC(C)(C)C)=O)C#N